C(C)(C)(C)NS(=O)(=O)C=1SC(=CC1C1=C(C=C(C=C1)CN1C(=NC=C1)C)C#N)CC(C)C N-(tert-butyl)-3-(2-cyano-4-((2-methyl-1H-imidazol-1-yl)methyl)phenyl)-5-isobutylthiophene-2-sulfonamide